1-(2-methoxyethyl)-piperidin COCCN1CCCCC1